9,10-bis(2-ethylhexyloxy)-1,4-dihydroanthracene C(C)C(COC=1C2=CC=CC=C2C(=C2CC=CCC12)OCC(CCCC)CC)CCCC